C(C)(C)(C)OC(=O)NC1(CC2=CC(=CC=C2CC1)OC1=C(C=CC=C1)C1=CC(=CC=C1)F)C(=O)OC methyl 2-((tert-butoxycarbonyl) amino)-7-((3'-fluoro-[1,1'-biphenyl]-2-yl) oxy)-1,2,3,4-tetrahydronaphthalene-2-carboxylate